CN1C(C(C(C2=CC=CC=C12)C1=CC=CC=C1)CCCCC)=O 1-methyl-3-n-pentyl-4-phenyl-3,4-dihydroquinolin-2(1H)-one